N-[3-(2-[8-aminoimidazo[1,2-a]pyrazin-yl]ethyl)-2,4-difluorophenyl]-5-chloro-2-methoxypyridine-3-sulfonamide NC=1C=2N(C=CN1)C=C(N2)CCC=2C(=C(C=CC2F)NS(=O)(=O)C=2C(=NC=C(C2)Cl)OC)F